ClC1=C(C=CC(=C1)OC1=CC=CC=C1)C(=O)C1=CNC=2N=CN=C(C21)N2CCC(CC2)C(=O)N 1-(5-{[2-chloro-4-(phenyloxy)phenyl]carbonyl}-7H-pyrrolo[2,3-d]pyrimidin-4-yl)piperidine-4-carboxamide